C(N)(OC(C(=O)NCCOC(=O)OC1=CC=C(C=C1)C=CC1=CC(=CC(=C1)OC)OC)C(C=1N(C=CN1)C(C1=CC=CC=C1)(C1=CC=CC=C1)C1=CC=CC=C1)C(C)(C)C)=O Tert-butyl-(1-((2-(((4-(3,5-dimethoxystyryl) phenoxy) carbonyl) oxy) ethyl) amino)-1-oxo-3-(1-trityl-1H-imidazol-2-yl) propan-2-yl) carbamate